(S)-1-(9-bromo-5-methyl-5,6-dihydroimidazo[1,5-a]pyrazolo[5,1-c]pyrazin-3-yl)ethan-1-one BrC1=NN2C(C=3N([C@H](C2)C)C(=NC3)C(C)=O)=C1